Monokalium fumarat C(\C=C\C(=O)O)(=O)[O-].[K+]